5,6-diiodo-1-hexene IC(CCC=C)CI